1-[(1H-indazol-7-yl)methyl]-3-(4-fluorophenyl)thiourea N1N=CC2=CC=CC(=C12)CNC(=S)NC1=CC=C(C=C1)F